1-methyl-1H-1,2,3-benzotriazol-5-amine CN1N=NC2=C1C=CC(=C2)N